ClC1=C(C=CC=C1C1=C(C(=CC=C1)C1=NC(=C(C=C1)CNC[C@H]1NC(CC1)=O)OC)Cl)C1=CC=C(C=C1)NC(=O)C1CNC1 (S)-N-(2',2''-dichloro-3''-(6-methoxy-5-((((5-oxopyrrolidin-2-yl)methyl)amino)methyl)pyridin-2-yl)-[1,1':3',1''-terphenyl]-4-yl)azetidine-3-carboxamide